2-(4-quinoxalin-2-yl-pyrazol-1-yl)spiro[3.3]Heptane-6-carboxamide N1=C(C=NC2=CC=CC=C12)C=1C=NN(C1)C1CC2(C1)CC(C2)C(=O)N